N-((S)-(4,4-difluorocyclohexyl)(5-(((S)-2-oxo-4-(trifluoromethyl)imidazolidin-1-yl)methyl)-benzo[d]oxazol-2-yl)methyl)-2,2-difluoro-2-(1-methyl-1H-pyrazol-5-yl)acetamide FC1(CCC(CC1)[C@H](NC(C(C1=CC=NN1C)(F)F)=O)C=1OC2=C(N1)C=C(C=C2)CN2C(N[C@@H](C2)C(F)(F)F)=O)F